[7-(2,5-dichlorophenoxy)-2-azaspiro[3.5]nonan-2-yl]-[6-[5-(1-hydroxycyclopropyl)-4H-1,2,4-triazol-3-yl]-2-azaspiro[3.3]heptan-2-yl]methanone ClC1=C(OC2CCC3(CN(C3)C(=O)N3CC4(C3)CC(C4)C4=NN=C(N4)C4(CC4)O)CC2)C=C(C=C1)Cl